NCC(=O)Cl glycinyl chloride